tert-Butyl 2-(6-((cyclopropylsulfonyl)carbamoyl)-3-iodo-1H-indazol-1-yl)acetate C1(CC1)S(=O)(=O)NC(=O)C1=CC=C2C(=NN(C2=C1)CC(=O)OC(C)(C)C)I